BrCC1(CC1)CN1N=CC=C1 1-((1-(bromomethyl)cyclopropyl)methyl)-1H-pyrazole